COC=1C=C(C=CC1)C=CC(=O)C1=CC=C(OCC(=O)O)C=C1 2-[4-[3-(3-Methoxyphenyl)prop-2-enoyl]phenoxy]acetic acid